8-fluoro-7-(6-(1-(1-(4-fluorophenyl)propyl)-1H-pyrazol-4-yl)pyrazin-2-yl)-[1,2,4]triazolo[1,5-a]pyridin-2-amine FC=1C=2N(C=CC1C1=NC(=CN=C1)C=1C=NN(C1)C(CC)C1=CC=C(C=C1)F)N=C(N2)N